5-(2-Fluoro-6-methylphenyl)-3-(6-(4-methylpiperazin-1-yl)pyrid-3-yl)-1H-pyrazolo[4,3-c]pyridazin-6(5H)-on FC1=C(C(=CC=C1)C)N1N=C2C(=CC1=O)NN=C2C=2C=NC(=CC2)N2CCN(CC2)C